ClC1=C(C(=O)O)C=CC(=C1)N(C(=O)[C@@H]1N(CCC1)S(=O)(=O)C1=C(C(=C(C(=C1F)F)F)F)F)CC1=CC=C(C=C1)C1CCCCC1 (R)-2-chloro-4-(N-(4-cyclohexylbenzyl)-1-((perfluorophenyl)sulfonyl)pyrrolidine-2-carboxamido)benzoic acid